N-[(1S)-2-amino-2-oxo-1-[[(3S)-2-oxopyrrolidin-3-yl]methyl]ethyl]-1-[(2S)-3,3-dimethyl-2-[(2,2,2-trifluoroacetyl)amino]butanoyl]-3-isopropyl-pyrrolidine-2-carboxamide NC([C@H](C[C@H]1C(NCC1)=O)NC(=O)C1N(CCC1C(C)C)C([C@H](C(C)(C)C)NC(C(F)(F)F)=O)=O)=O